N-[(2-amino-3-chloroquinolin-7-yl)methyl]-N-(4-fluoro-2-methanesulfonylphenyl)-6-(1-hydroxy-2-methylpropan-2-yl)pyridine-3-carboxamide NC1=NC2=CC(=CC=C2C=C1Cl)CN(C(=O)C=1C=NC(=CC1)C(CO)(C)C)C1=C(C=C(C=C1)F)S(=O)(=O)C